CN1N=C(C2=CC=CC(=C12)C)C(C)(C)NC(CC1N(CCC1)C)=O N-(2-(1,7-dimethyl-1H-indazol-3-yl)propan-2-yl)-2-(1-methylpyrrolidin-2-yl)acetamide